butyl-vinylimidazolium chlorid [Cl-].C(CCC)[N+]1=C(NC=C1)C=C